CC=1C=C(N=NC1NC1CN(CCC1)C)C1=C(C=C(C=C1)C(F)(F)F)O 2-(5-methyl-6-((1-methylpiperidin-3-yl)amino)pyridazin-3-yl)-5-(trifluoromethyl)phenol